F[N+]1=CC=CC=C1 N-fluoropyridinium